4-o-methylbenzylidene-2,6-di-t-butylcyclohexa-2,5-dien-1-one CC1=C(C=C2C=C(C(C(=C2)C(C)(C)C)=O)C(C)(C)C)C=CC=C1